1-(difluoromethyl)-N-((5-((trimethylsilyl)ethynyl)pyridin-2-yl)methyl)-1H-pyrazol-4-amine FC(N1N=CC(=C1)NCC1=NC=C(C=C1)C#C[Si](C)(C)C)F